3-Bromo-1-phenylnaphthalene BrC=1C=C(C2=CC=CC=C2C1)C1=CC=CC=C1